24-(2,2,2-trifluoro-1-hydroxyethyl)cholane-5(6)-ene-3β-ol FC(C(O)CCC[C@@H](C)[C@H]1CC[C@H]2[C@@H]3CC=C4C[C@H](CC[C@]4(C)[C@H]3CC[C@]12C)O)(F)F